(6bR,10aS)-3-methyl-2,3,6b,7,8,9,10,10a-octahydro-1H-pyrido[3',4':4,5]pyrrolo[1,2,3-de]quinoxaline (2R,3R)-2,3-bis((4-methylbenzoyl)oxy)succinate CC1=CC=C(C(=O)O[C@@H](C(=O)O)[C@H](C(=O)O)OC(C2=CC=C(C=C2)C)=O)C=C1.CN1CCN2C=3C(=CC=CC13)[C@H]1[C@@H]2CCNC1